3,3'-diethoxycarbonyl-5,5'-dihydroxy-1,1'-biphenyl C(C)OC(=O)C=1C=C(C=C(C1)O)C1=CC(=CC(=C1)O)C(=O)OCC